Salicylaldehyde isonicotinoyl hydrazone C(C1=CC=NC=C1)(=O)NN=CC=1C(O)=CC=CC1